C1(CC1)C1=C(C(=NO1)C1=C(C=CC=C1)OC(F)(F)F)COC1C[C@H]2CC[C@@H](C1)N2C=2SC1=C(N2)C(=CC(=C1)C1=CC(=NO1)O)F 5-(2-((1R,5S)-3-((5-cyclopropyl-3-(2-(trifluoromethoxy)phenyl)isoxazol-4-yl)methoxy)-8-azabicyclo[3.2.1]octan-8-yl)-4-fluorobenzo[d]thiazol-6-yl)isoxazol-3-ol